3-[5-[1-(1H-indazol-4-ylmethyl)-4-piperidyl]-2-oxo-benzo[ct]indol-1-yl]piperidine-2,6-dione N1N=CC2=C(C=CC=C12)CN1CCC(CC1)C=1C=CC=2C(N(C3=CC=CC1C23)C2C(NC(CC2)=O)=O)=O